OC=1C=C2C3(C(NC2=CC1C)=O)CCC3 5'-hydroxy-6'-methyl-1'H-spiro[cyclobutane-1,3'-indol]-2'-one